AZABENZOFLUORANTHENE C1=CC=C2C(=C1)C=CC3=C2C4=NC=CC5=C4C3=CC=C5